ClC(C(=O)O)Cl 2,2-dichloro-acetic acid